3-chloro-5-{2-[(3S,4S)-3-(hydroxymethyl)-4-[(4-methanesulfonylphenoxy)methyl]pyrrolidin-1-yl]ethyl}benzonitrile ClC=1C=C(C#N)C=C(C1)CCN1C[C@H]([C@@H](C1)COC1=CC=C(C=C1)S(=O)(=O)C)CO